6-((4-(3-((4-((3-chloro-4-fluorophenyl)amino)-7-methoxyquinazolin-6-yl)oxy)propyl)piperazine-1-yl)methyl)-2-(2,6-dioxopiperidin-3-yl)-4-fluoroisoindoline-1,3-dione ClC=1C=C(C=CC1F)NC1=NC=NC2=CC(=C(C=C12)OCCCN1CCN(CC1)CC1=CC(=C2C(N(C(C2=C1)=O)C1C(NC(CC1)=O)=O)=O)F)OC